N1(CCOCC1)CC=CC1=CC=C(C=C1)C1(NNC(=N1)N)N 3-(4-(morpholin-4-ylprop-1-enyl)phenyl)-1H-1,2,4-triazole-3,5-diamine